3-[3-ethyl-4-(3H-imidazo[4,5-b]pyridin-7-yloxy)phenyl]-4-hydroxy-1-[5-(trifluoromethyl)-3-pyridinyl]-2-imidazolidinone C(C)C=1C=C(C=CC1OC1=C2C(=NC=C1)NC=N2)N2C(N(CC2O)C=2C=NC=C(C2)C(F)(F)F)=O